3-methyl-N-(1-methylcyclopropyl)-1-[(2-methylpyrazol-3-yl)methyl]-2-oxo-benzimidazole-5-sulfonamide CN1C(N(C2=C1C=C(C=C2)S(=O)(=O)NC2(CC2)C)CC=2N(N=CC2)C)=O